C(C=C)(=O)SC(CSC(CSCCSC(C=C)=O)C(C=C)=O)CS(=O)(=O)O 1,8-bisacrylylsulfanyl-4-acryloylsulfomethyl-3,6-dithiaoctane